tert-butyl (R)-methyl(1-oxopropan-2-yl)carbamate CN(C(OC(C)(C)C)=O)[C@@H](C=O)C